CN1CCN(CC1)S(=O)(=O)C1=CC=C(CN2C(NC3=CC=C(C=C3C2=O)[N+](=O)[O-])=O)C=C1 3-[4-(4-methylpiperazinosulfonyl)benzyl]-6-nitro-2,4(1H,3H)-quinazolinedione